sodium (2R,3R,4R,5R)-2,3,4,5-tetrahydroxy-6-(((S)-2-methyl-5-pentanamidopentyl)amino)-6-oxohexyl sulfate S(=O)(=O)(OC[C@H]([C@H]([C@H]([C@H](C(=O)NC[C@H](CCCNC(CCCC)=O)C)O)O)O)O)[O-].[Na+]